N-(2-methanesulfonyl-5-methylpyridin-3-yl)-5-(trifluoromethyl)pyridine-3-carboxamide CS(=O)(=O)C1=NC=C(C=C1NC(=O)C=1C=NC=C(C1)C(F)(F)F)C